N[C@@H](C1=CC=2N(N=C1)C=C(N2)[C@H](C2CCC(CC2)(F)F)NC(OC(C)(C)C)=O)C2CC2 Tert-Butyl ((S)-(7-((R)-amino(cyclopropyl)methyl)imidazo[1,2-b]pyridazin-2-yl)(4,4-difluorocyclohexyl)methyl)carbamate